O=C(C=C)OCCOCCOCCOCCOC(CCC(=O)O)=O 3,17-dioxo-4,7,10,13,16-pentaoxaicos-1-en-20-oic acid